oleic acid monoisopropylamide C(C)(C)NC(CCCCCCC\C=C/CCCCCCCC)=O